CCCCCCCC(=O)N1CCCC1 N-octanoylpyrrolidine